5-((5-amino-6-methylpyrazin-2-yl)ethynyl)-2,4-dimethyl-N-(4-((4-methylpiperazin-1-yl)methyl)-3-(trifluoromethyl)phenyl)benzamide NC=1N=CC(=NC1C)C#CC=1C(=CC(=C(C(=O)NC2=CC(=C(C=C2)CN2CCN(CC2)C)C(F)(F)F)C1)C)C